C=C1CC(C=C(C1)C)(C)S(=O)(=O)N1CCCNCC(C1)=C 3,7-dimethylene-1,5-xylenesulfonyl-1,5-diazacyclooctane